3,3,4,4,5,5,6,6,7,7,8,8,9,9,10,10,10-heptadecafluoro-1-decanethiol FC(CCS)(C(C(C(C(C(C(C(F)(F)F)(F)F)(F)F)(F)F)(F)F)(F)F)(F)F)F